(R)-1-(6-(azetidin-1-yl)pyridin-3-yl)-6-bromo-7-(2-(((3-chloropyridin-2-yl)oxy)methyl)pyrrolidin-1-yl)-4-oxo-1,4-dihydroquinoline-3-carboxylic acid N1(CCC1)C1=CC=C(C=N1)N1C=C(C(C2=CC(=C(C=C12)N1[C@H](CCC1)COC1=NC=CC=C1Cl)Br)=O)C(=O)O